ClC1=C(C(=CC=C1Cl)OCC=C)C(O)C1=CC=NC=C1 [2,3-dichloro-6-(prop-2-en-1-yloxy)phenyl](pyridin-4-yl)methanol